1-(4-isopropylphenyl)ethan-1-ol C(C)(C)C1=CC=C(C=C1)C(C)O